3-[1-[6-methyl-2-(2-methylindazol-5-yl)-4-oxo-chromen-8-yl]ethylamino]pyridine-4-carboxylic acid CC=1C=C2C(C=C(OC2=C(C1)C(C)NC=1C=NC=CC1C(=O)O)C1=CC2=CN(N=C2C=C1)C)=O